(2,2'-bipyridyl) ruthenium dichloride [Ru](Cl)Cl.N1=C(C=CC=C1)C1=NC=CC=C1